2,2'-{[6,6'-di(thianthren-2-yl)[1,1'-binaphthalene]-2,2'-diyl]bis(oxyethane-2,1-diyloxy[1,1'-binaphthalene]-2',2-diyloxy)}di(ethan-1-ol) C1=C(C=CC=2SC3=CC=CC=C3SC12)C=1C=C2C=CC(=C(C2=CC1)C1=C(C=CC2=CC(=CC=C12)C1=CC=2SC3=CC=CC=C3SC2C=C1)OCCOC1=C(C2=CC=CC=C2C=C1)C1=C(C=CC2=CC=CC=C12)OCCO)OCCOC1=C(C2=CC=CC=C2C=C1)C1=C(C=CC2=CC=CC=C12)OCCO